FC1(C(CN(CC1)C1=CC=C(C(=C1C(=O)OC)C)C(F)(F)F)C)F methyl 6-(4,4-difluoro-3-methylpiperidin-1-yl)-2-methyl-3-(trifluoromethyl)benzoate